bis(1-imidazolyl)dimethylsilane Benzyl-(2S)-N-tert-butoxylcarbonylpyroglutamate C(C1=CC=CC=C1)OC([C@H]1N(C(CC1)=O)C(=O)OC(C)(C)C)=O.N1(C=NC=C1)[Si](C)(C)N1C=NC=C1